ClC1=CC=C(C=C1)NC(=O)N1[C@H](CCC1)C(=O)NC1=CC=C(C=C1)C1=CC=C(C=C1)C(=O)O 4'-({1-[(4-chlorophenyl)carbamoyl]-D-prolyl}amino)[1,1'-biphenyl]-4-carboxylic acid